4-(1-(2-(3,4-dimethoxyphenyl)-3-isopropyl-1H-indol-5-yl)-4-methylpiperidin-4-yl)morpholine COC=1C=C(C=CC1OC)C=1NC2=CC=C(C=C2C1C(C)C)N1CCC(CC1)(C)N1CCOCC1